C[C@@H]1N(C[C@H](NC1)C)C1=NC=C(C=C1)C1(NC=C(C(=N1)NC=1C=CC2=C(NC(O2)=O)C1)C)N 2-[2-(trans-2,5-dimethylpiperazino)pyridin-5-yl]-5-methyl-N4-(2-oxo-2,3-dihydro-1,3-benzooxazol-5-yl)-2,4-pyrimidinediamine